[N+](=O)([O-])C=1C=CC(=NC1)N1CCCCC1 5-nitro-2-(piperidin-1-yl)pyridine